C(C)OC(C1=NC(=CC=C1N(C(C)=O)C)Br)=O Ethyl-6-bromo-3-(N-methylacetamido)picolinate